2-(6-amino-5-fluoropyridin-3-yl)cyclopent-2-en-1-one NC1=C(C=C(C=N1)C=1C(CCC1)=O)F